FC1(CCC2=C1N=C(N=C2N2C[C@H]1C([C@@H](C2)C1)CC(=O)OCC)S(=O)(=O)C)F ethyl 2-((1R,5S)-3-(7,7-difluoro-2-(methylsulfonyl)-6,7-dihydro-5H-cyclopenta[d]pyrimidin-4-yl)-3-azabicyclo[3.1.1]heptan-6-yl)acetate